OCC(CC)(CC)C1OCC2(CO1)COC(OC2)C(CO)(CC)CC 3,9-bis(2-hydroxy-1,1-diethylethyl)-2,4,8,10-tetraoxaspiro[5.5]undecane